[N+](=O)([O-])C1=C(CSCC2=C(C=CC=C2)[N+](=O)[O-])C=CC=C1 ortho-nitrobenzyl sulfide